(6-fluoroisochroman-1-yl)pyrrolidine FC=1C=C2CCOC(C2=CC1)N1CCCC1